Epoxyurethan N1C(=O)OC(C)O1